Br[C@@H](C(=O)OC)CC methyl (R)-2-bromobutanoate